N-(6-(2,6-difluoro-3-(3-fluorophenylsulfonamido)phenyl)quinazolin-2-yl)pivalamide FC1=C(C(=CC=C1NS(=O)(=O)C1=CC(=CC=C1)F)F)C=1C=C2C=NC(=NC2=CC1)NC(C(C)(C)C)=O